Strontium hydrogencarbonat C(O)([O-])=O.[Sr+2].C(O)([O-])=O